FC1=C(CNC2=NS(C3=C(N2)C(=CC=C3)C3(CC3)C3=CC=CC=C3)(=O)=O)C=CC=C1 3-((2-fluorobenzyl)amino)-5-(1-phenylcyclopropyl)-4H-benzo[e][1,2,4]thiadiazine 1,1-dioxide